ClC=1C=C(C=CC1Cl)C(CN1C(N(C2=C1C=CC=C2)CC=2N=NN(C2)C2=C(C=CC=C2)C)=N)O 1-(3,4-dichlorophenyl)-2-(2-imino-3-((1-(o-tolyl)-1H-1,2,3-triazol-4-yl)methyl)-2,3-dihydro-1H-benzo[d]imidazol-1-yl)ethan-1-ol